C(C)[C@@H]1N(CCOC1)C1=CC(=NC(=N1)C1=CC=C2C(=N1)C=C(N2)CNC)CS(=O)(=O)N(C)C 1-{6-[(3S)-3-ethylmorpholin-4-yl]-2-{2-[(methylamino)methyl]-1H-pyrrolo[3,2-b]pyridin-5-yl}pyrimidin-4-yl}-N,N-dimethyl-methanesulfonamide